(R)-2-(3-(2,5-dichloropyrimidin-4-yl)-5-oxo-5H-pyrrolo[3,4-b]pyridin-6(7H)-yl)-N-((S)-2-hydroxy-1-(m-tolyl)ethyl)propionamide ClC1=NC=C(C(=N1)C=1C=C2C(=NC1)CN(C2=O)[C@@H](C(=O)N[C@H](CO)C=2C=C(C=CC2)C)C)Cl